[Cl-].[Cl-].C1(CCC1)=[Zr+2](C1C(=CC2=C(C(=C(C=C12)C)C)C1=CC=CC=C1)C=1OC(=CC1)C)C1C(=CC2=C(C(=C(C=C12)C)C)C1=CC=CC=C1)C=1OC(=CC1)C Cyclobutylidenebis[2-(5-methyl-2-furyl)-4-phenyl-5,6-dimethyl-1-indenyl]zirconium dichloride